C(#N)C1=CC(=C(COC2=CC=CC(=N2)C2(CC23CCNCC3)C(=O)O)C=C1)F {6-[(4-cyano-2-fluorobenzyl)oxy]pyridin-2-yl}-6-azaspiro[2.5]octane-1-carboxylic acid